ClC1=CC=C(C=C1)C(C#N)=C1CCN(CC1)C(=O)N1CC2=C(CC1)NN=C2 2-(4-chlorophenyl)-2-(1-(4,5,6,7-tetrahydro-1H-pyrazolo[4,3-c]pyridine-5-carbonyl)piperidin-4-ylidene)acetonitrile